1-(6'-hydroxy-3-methyl-6-phenyl-[2,3'-bipyridin]-5-yl)urea OC1=CC=C(C=N1)C1=NC(=C(C=C1C)NC(=O)N)C1=CC=CC=C1